CC=1N=C2N(C=C(N=C2C)NC(=O)C=2C=CC(=C3C=CN=NC23)N2C[C@H](N([C@H](C2)C)C(=O)OC(C)(C)C)C)C1 |r| rac-tert-butyl (2R,6S)-4-[8-({2,8-dimethylimidazo[1,2-a]pyrazin-6-yl}carbamoyl)cinnolin-5-yl]-2,6-dimethylpiperazine-1-carboxylate